2-(4,4-dimethyl-1,4-azasilinan-1-yl)-4-((2-hydroxy-1-methylethyl)sulfonamido)-N-(6-(3,3,3-trifluoropropoxy)pyridin-2-yl)benzamide C[Si]1(CCN(CC1)C1=C(C(=O)NC2=NC(=CC=C2)OCCC(F)(F)F)C=CC(=C1)NS(=O)(=O)C(CO)C)C